C(C1=CC=CC=C1)S(=O)(=O)C=1C=C(C=C(C1)N1CCOCC1)C=1N=CC(=NC1)N 5-(3-(benzylsulfonyl)-5-morpholinophenyl)pyrazin-2-amine